O=C1[C@H](CCC[C@@H]2N1[C@@H](CC2)C(=O)N2CC(C2)C=2C=NC=CC2)NC(=O)C2=CC1=C(S2)C=CC(=C1)CP(=O)(OC1=CC=CC=C1)N1[C@@H](CCC1)C(=O)OCCCC butyl (((2-(((3S,6S,9aS)-5-oxo-3-(3-(pyridin-3-yl)azetidine-1-carbonyl)octahydro-1H-pyrrolo[1,2-a]azepin-6-yl)carbamoyl)benzo[b]thiophen-5-yl)methyl)(phenoxy) phosphoryl)-L-prolinate